1-Ethyl 5-(1-piperidyl)pyrazolo[1,5-a]pyrimidine-3-carboxylate N1(CCCCC1)C1=NC=2N(C=C1)N=CC2C(=O)OCC